dibenzo(a,l)pyrene C1=CC=CC=2C=3C=CC=C4C=CC=5C=C6C(=C(C21)C5C43)C=CC=C6